diethylnaphthylmethylammonium ethyl-methacrylate C(C)OC(C(=C)C)=O.C(C)[NH+](CC1=CC=CC2=CC=CC=C12)CC